3,8-bis((tert-butyldimethylsilyl)oxy)-6H-benzo[C]chromen-6-ol [Si](C)(C)(C(C)(C)C)OC1=CC=C2C3=C(C(OC2=C1)O)C=C(C=C3)O[Si](C)(C)C(C)(C)C